BrC=1C(=C2C=3C(=NC(=NC3C1F)Cl)N(CCO2)[C@H](C)C=2C(=NC=CN2)NCC2=CC=C(C=C2)OC)Cl (R)-3-(1-(9-bromo-2,8-dichloro-10-fluoro-5,6-dihydro-4H-[1,4]oxazepino[5,6,7-de]quinazolin-4-yl)ethyl)-N-(4-methoxybenzyl)pyrazin-2-amine